NCC1CN(C1)CC1=CC=C(C=C1)C1=CC=C(C=C1)C1=C(C2=C(NC(=N2)OC=2C=CC(=C(C(=O)O)C2)C)C=C1F)F 5-((5-(4'-((3-(aminomethyl)azetidin-1-yl)methyl)-[1,1'-biphenyl]-4-yl)-4,6-difluoro-1H-benzo[d]imidazol-2-yl)oxy)-2-methylbenzoic acid